NCC1CCOC2=C1C=CC(=C2)N(C)CC2=CC=CC=C2 4-(aminomethyl)-N-benzyl-N-methyl-3,4-dihydro-2H-1-benzopyran-7-amine